OC(CC)C=1C=C(C2=C(N=C(O2)N2CC3CCC(C2)N3C(=O)OC(C)(C)C)C1OC(F)(F)F)C=1SC=CN1 tert-Butyl 3-(5-(1-hydroxypropyl)-7-(thiazol-2-yl)-4-(trifluoromethoxy)benzo[d]oxazol-2-yl)-3,8-diazabicyclo[3.2.1]octane-8-carboxylate